3-hydroxydecanoyl-3-hydroxydecanoic acid CCCCCCCC(CC(=O)OC(CCCCCCC)CC(=O)O)O